dichloro-N-octyl-4-isothiazolinone ClC1=C(C(N(S1)CCCCCCCC)=O)Cl